CN(C1=NC=C(C=N1)NC(=O)N1CC=2NN=CC2C1)C1CCNCC1 N-(2-(methyl(piperidin-4-yl)amino)pyrimidin-5-yl)-4,6-dihydropyrrolo[3,4-c]pyrazole-5(1H)-carboxamide